NC1=NC=CC=C1C1=NC=2C(=NC=CC2)N1C1=CC=C(CNC(=O)C=2C=C(C=C3C2N=C(S3)C#N)F)C=C1 N-(4-(2-(2-aminopyridin-3-yl)-3H-imidazo[4,5-b]pyridin-3-yl)benzyl)-2-cyano-6-fluorobenzo[d]thiazole-4-carboxamide